N5-(3-(4-aminophenyl)propyl)-2-(furan-2-yl)pyrazolo[1,5-a]pyrimidine-5,7-diamine NC1=CC=C(C=C1)CCCNC1=NC=2N(C(=C1)N)N=C(C2)C=2OC=CC2